ClC=1N=C(C2=C(N1)C=C(S2)C(=O)N2C[C@@H](CC2)N(C)C)N2CCOCC2 (R)-(2-chloro-4-morpholinothieno[3,2-d]pyrimidin-6-yl)(3-(dimethylamino)pyrrolidin-1-yl)methanone